CC1=C(C(=CC=C1N1N=CC(=C1)C(NCC1=NC(=NN1)C(C(F)(F)F)(C)C)=O)C)C1=CC=C(C=C1)CN1CCN(CC1)C(=O)OC(C)(C)C tert-butyl 4-[[4-[2,6-dimethyl-3-[4-[[3-(2,2,2-trifluoro-1,1-dimethyl-ethyl)-1H-1,2,4-triazol-5-yl]methylcarbamoyl]pyrazol-1-yl]phenyl]phenyl]methyl]piperazine-1-carboxylate